The molecule is an acyl-CoA that results from the formal condensation of the thiol group of coenzyme A with the carboxy group of (E)-4-(trimethylammonio)but-2-enoic acid. It derives from a coenzyme A and an (E)-4-(trimethylammonio)but-2-enoic acid. It is a conjugate acid of an (E)-4-(trimethylammonio)but-2-enoyl-CoA(3-). CC(C)(COP(=O)(O)OP(=O)(O)OC[C@@H]1[C@H]([C@H]([C@@H](O1)N2C=NC3=C(N=CN=C32)N)O)OP(=O)(O)O)[C@H](C(=O)NCCC(=O)NCCSC(=O)/C=C/C[N+](C)(C)C)O